tert-Butyl(3-(3-(4-(aminomethyl)-2,6-difluorophenyl)isoxazol-5-yl)-5-(4-(isopropylsulfonyl)phenyl)pyrazin-2-yl)carbamate C(C)(C)(C)OC(NC1=NC=C(N=C1C1=CC(=NO1)C1=C(C=C(C=C1F)CN)F)C1=CC=C(C=C1)S(=O)(=O)C(C)C)=O